CN(C/C=C/C(=O)N1CCC(CC1)CC(=O)OCC)C Ethyl (E)-2-(1-(4-(dimethylamino)but-2-enoyl)piperidin-4-yl)acetate